FC1=C(C=CC=C1)C=1C2=C(N=C(N1)N1CC3(CN(C3)C(=O)OC(C)(C)C)CC1)N(C=C2)[C@H](CC(=O)NC)CC(C)C tert-butyl (S)-6-(4-(2-fluorophenyl)-7-(5-methyl-1-(methylamino)-1-oxohexan-3-yl)-7H-pyrrolo[2,3-d]pyrimidin-2-yl)-2,6-diazaspiro[3.4]octane-2-carboxylate